(S)-5-amino-6-((oxetan-2-ylmethyl)amino)picolinonitrile NC=1C=CC(=NC1NC[C@H]1OCC1)C#N